5-(2,6-dichloro-4-(6-chloro-3,5-dioxo-4,5-dihydro-1,2,4-triazine-2(3H)-yl)phenoxy)-2-methoxybenzoic acid ClC1=C(OC=2C=CC(=C(C(=O)O)C2)OC)C(=CC(=C1)N1N=C(C(NC1=O)=O)Cl)Cl